(S)-2-((tert-butoxycarbonyl)amino)succinic acid C(C)(C)(C)OC(=O)N[C@H](C(=O)O)CC(=O)O